O=C1NC(CCC1N1C=C(C=C1)C)=O 1-(2,6-dioxopiperidin-3-yl)-3-methyl-1H-pyrrole